(β-aminoethyl)γ-aminopropyl-triethoxysilane NCCC(C)O[Si](OCC)(OCC)CCCN